FC=1C=C(C(=NC1OCCF)OC)N 5-fluoro-6-(2-fluoroethoxy)-2-methoxypyridin-3-amine